C(C)(C)(C)N(C(=O)O[C@H]1CN(CC1)CC(C)Cl)C=1C=NC(=C(C1)NC(=O)C=1C=NN2C1SC(=C2)C=2C(=NN(C2C)CCOC)C)C (R)-1-(2-chloropropyl)pyrrolidin-3-ol tert-butyl-(5-(2-(1-(2-methoxyethyl)-3,5-dimethyl-1H-pyrazol-4-yl)pyrazolo[5,1-b]thiazole-7-carboxamido)-6-methylpyridin-3-yl)carbamate